ClC1=CC(=C(C=N1)C(=O)OC)C(C)(C)C#N methyl 6-chloro-4-(1-cyano-1-methyl-ethyl)pyridine-3-carboxylate